methyl 2-chloro-7,8-dihydro-5H-pyrano[4,3-b]pyridine-3-carboxylate ClC1=C(C=C2C(=N1)CCOC2)C(=O)OC